1-bromo-2-(4-methoxybenzyl)benzene 3-[N-[4-[2-(dimethylamino)ethyl-methylcarbamoyl]phenyl]-C-phenylcarbonimidoyl]-2-hydroxy-1H-indole-6-carboxylate CN(CCN(C(=O)C1=CC=C(C=C1)N=C(C1=CC=CC=C1)C1=C(NC2=CC(=CC=C12)C(=O)O)O)C)C.BrC1=C(C=CC=C1)CC1=CC=C(C=C1)OC